8-(benzo[d]thiazol-5-ylamino)-3-methoxythieno[2,3-g]quinoline 1,1-dioxide S1C=NC2=C1C=CC(=C2)NC2=CC=NC=1C=C3C(=CC21)S(C=C3OC)(=O)=O